BrC1=CC(=[N+](C=C1)[O-])C(C(=O)OCC)(F)F 4-bromo-2-(2-ethoxy-1,1-difluoro-2-oxoethyl)pyridine-1-oxide